C(C)(C)(C)OC(=O)N1CC(C(=CC1)C1=CC=C2C(=NN(C2=C1)C)N1C(NC(CC1)=O)=O)(F)F 4-(3-(2,4-Dioxotetrahydropyrimidin-1(2H)-yl)-1-methyl-1H-indazol-6-yl)-3,3-difluoro-3,6-dihydropyridine-1(2H)-carboxylic acid tert-butyl ester